di-tert-butyl ((1S,1'S)-(buta-1,3-diyne-1,4-diylbis(4,1-phenylene))bis(ethane-1,1-diyl))dicarbamate C(#CC#CC1=CC=C(C=C1)[C@H](C)NC(OC(C)(C)C)=O)C1=CC=C(C=C1)[C@H](C)NC(OC(C)(C)C)=O